CCCCCCCCCC(=O)OC[C@@H]1[C@H]([C@@H]([C@H]([C@H](O1)O[C@]2([C@H]([C@@H]([C@H](O2)CO)O)O)CO)O)O)O sucrose monodecanoate